cupric diacetate C(C)(=O)[O-].C(C)(=O)[O-].[Cu+2]